C(C)(C)(C)C=1OC=C(N1)C1=CC(=NC=C1)N 4-(2-(Tert-butyl)oxazol-4-yl)pyridin-2-amine